tert-butyl (R)-(1-benzylpiperidin-3-yl)((1-fluorocyclopropyl)methyl)carbamate C(C1=CC=CC=C1)N1C[C@@H](CCC1)N(C(OC(C)(C)C)=O)CC1(CC1)F